OC1=CC(=C(C(=C1)OC)C1C(COC2=CC(=CC=C12)O)C1=CC=C(C=C1)O)OC 1-cis-4-(4-hydroxy-2,6-dimethoxyphenyl)-3-(4-hydroxyphenyl)chroman-7-ol